4-(1-naphthyl-vinyl)pyridine di(tridecan-7-yl)10-(3-(butyldisulfaneyl)-N-(3-(diethylamino)propyl)propanamido)nonadecanedioate CCCCCCC(CCCCCC)OC(CCCCCCCCC(CCCCCCCCC(=O)OC(CCCCCC)CCCCCC)N(C(CCSSCCCC)=O)CCCN(CC)CC)=O.C1(=CC=CC2=CC=CC=C12)C=CC1=CC=NC=C1